C[C@@H]1[C@@H](N(C2CC1C2)C(=O)C2=NC(=CC=C2N2N=CC=N2)C)CNC=2SC1=NC=CC=C1N2 N-({(3R,4S)-4-methyl-2-[6-methyl-3-(2H-1,2,3-triazol-2-yl)pyridine-2-carbonyl]-2-azabicyclo[3.1.1]heptan-3-yl}-methyl)-[1,3]thiazolo[5,4-b]pyridin-2-amine